(16R)-18-Benzyl-12-(2,6-dimethylphenyl)-15-oxa-8λ6-thia-1,9,11,18,22-pentaazatetracyclo[14.4.1.13,7.110,14]tricosa-3(23),4,6,10(22),11,13-hexaene-2,8,8-trione C(C1=CC=CC=C1)N1C[C@H]2OC3=CC(=NC(NS(C4=CC=CC(C(N(CC1)C2)=O)=C4)(=O)=O)=N3)C3=C(C=CC=C3C)C